3-(cyanomethylene)pyrrolidine-1-carboxylic acid tert-butyl ester C(C)(C)(C)OC(=O)N1CC(CC1)=CC#N